5-[5-Chloro-4-fluoro-2-[(3S)-3-(morpholinomethyl)-3,4-dihydro-1H-isoquinoline-2-carbonyl]phenyl]-1,2-dimethyl-N-[4-(2-trimethylsilylethoxymethoxy)phenyl]pyrrole-3-carboxamide ClC=1C(=CC(=C(C1)C1=CC(=C(N1C)C)C(=O)NC1=CC=C(C=C1)OCOCC[Si](C)(C)C)C(=O)N1CC2=CC=CC=C2C[C@H]1CN1CCOCC1)F